BrC=1C=CC(=NC1OC)C=1OC(=NN1)C 2-(5-bromo-6-methoxypyridin-2-yl)-5-methyl-1,3,4-oxadiazole